2-ethylhexanoic acid C(C)C(C(=O)O)CCCC